trimethoxybromosilane CO[Si](Br)(OC)OC